2-hydroxy-2-methyl-1-phenylpropane-1-On OC(C(=O)C1=CC=CC=C1)(C)C